2-(8-((2s,5r)-2,5-diethyl-4-(1-(2-methylthiazolo[5,4-b]pyridin-5-yl)ethyl)piperazin-1-yl)-7-fluoro-5-methyl-6-oxo-5,6-dihydroimidazo[1,2-b]pyridazin-2-yl)acetonitrile C(C)[C@@H]1N(C[C@H](N(C1)C(C)C1=CC=C2C(=N1)SC(=N2)C)CC)C=2C=1N(N(C(C2F)=O)C)C=C(N1)CC#N